3-(7-((1-(6-Ethoxypicolinoyl)piperidin-4-yl)oxy)-1-methyl-1H-indazol-3-yl)-piperidine-2,6-dione C(C)OC1=CC=CC(=N1)C(=O)N1CCC(CC1)OC=1C=CC=C2C(=NN(C12)C)C1C(NC(CC1)=O)=O